[5-(4-AMINOCINNOLIN-7-YL)-6-(1H-PYRAZOL-1-YL)PYRIDIN-3-YL]BORONIC ACID NC1=CN=NC2=CC(=CC=C12)C=1C=C(C=NC1N1N=CC=C1)B(O)O